N[C@H]1CN(C[C@@H](C1)F)C(=O)C1=CC2=C(N(C(=N2)C2=CC=3C(=NC(=CC3)C3=CC=C(C=C3)NC(C)=O)N2CC2CC2)C)C(=C1)OC N-[4-(2-{5-[(3R,5R)-3-amino-5-fluoropiperidine-1-carbonyl]-7-methoxy-1-methyl-1H-1,3-benzodiazol-2-yl}-1-(cyclopropylmethyl)-1H-pyrrolo[2,3-b]pyridin-6-yl)phenyl]acetamide